[Si](C)(C)(C(C)(C)C)OCCN1C(CN2C(=C(C=3C=CC(=C(C23)Cl)Cl)C=2C=NN(C2)C2OCCCC2)CC1)=O 3-(2-((tert-butyldimethylsilyl)oxy)ethyl)-7,8-dichloro-11-(1-(tetrahydro-2H-pyran-2-yl)-1H-pyrazol-4-yl)-2,3-dihydro-1H-[1,4]diazepino[1,7-a]indol-4(5H)-one